[17-(3-butylnonanoyloxy)-9-[(1-methyl-4-piperidyl)methyl-octylsulfonyl-amino]heptadecyl] 3-butylnonanoate C(CCC)C(CC(=O)OCCCCCCCCC(CCCCCCCCOC(CC(CCCCCC)CCCC)=O)N(S(=O)(=O)CCCCCCCC)CC1CCN(CC1)C)CCCCCC